5-(2-methylpentadecan-2-yl)-1,2,3-oxadiazol-4(5H)-one CC(C)(CCCCCCCCCCCCC)C1C(N=NO1)=O